N-(3-(4-chlorophenoxy)-5-methoxyphenyl)-5-(2-(methylsulfonyl)propan-2-yl)benzo[b]thiophene-2-carboxamide ClC1=CC=C(OC=2C=C(C=C(C2)OC)NC(=O)C2=CC3=C(S2)C=CC(=C3)C(C)(C)S(=O)(=O)C)C=C1